3-[1,3-Dioxo-5-(1H-[1,2,3]triazol-4-yl)-1,3-dihydroisoindol-2-yl]-4'-methoxybiphenyl-4-carboxylic acid O=C1N(C(C2=CC(=CC=C12)C=1N=NNC1)=O)C=1C=C(C=CC1C(=O)O)C1=CC=C(C=C1)OC